((((9H-fluoren-9-yl) methoxy) carbonyl) (4-(((4-((2-(methoxycarbamoyl) phenyl) amino))-5-(trifluoromethyl) pyrimidin-2-yl) amino) benzyl) phenyl) piperidine-1-carboxylate N1(CCCCC1)C(=O)OC1=C(C(=CC=C1)C(=O)OCC1C2=CC=CC=C2C=2C=CC=CC12)CC1=CC=C(C=C1)NC1=NC=C(C(=N1)NC1=C(C=CC=C1)C(NOC)=O)C(F)(F)F